N-(2-chloro-3-((3-(cyclopropylmethyl)-5-methyl-4-oxo-3,4-dihydroquinazolin-6-yl)amino)-4-fluorophenyl)propane-1-sulfonamide ClC1=C(C=CC(=C1NC=1C(=C2C(N(C=NC2=CC1)CC1CC1)=O)C)F)NS(=O)(=O)CCC